BrC1=C(C(=C2C(=NC(=NC2=C1F)OC[C@]12CCCN2C[C@@H](C1)F)O)F)Cl 7-bromo-6-chloro-5,8-difluoro-2-(((2R,7aS)-2-fluorotetrahydro-1H-pyrrolizin-7a(5H)-yl)methoxy)-quinazolin-4-ol